COP(=O)(OC)CC=1SC2=C(N1)C=CC(=C2)OC 2-(Dimethoxyphosphorylmethyl)-6-methoxy-1,3-benzothiazole